(1-fluorocyclopropyl)methyl cis-2-(biphenyl-3-ylmethyl)-3-((methylsulfonyl) amino)pyrrolidine-1-carboxylate C1(=CC(=CC=C1)C[C@@H]1N(CC[C@@H]1NS(=O)(=O)C)C(=O)OCC1(CC1)F)C1=CC=CC=C1